cis-2-Boc-Hexahydropyrrolo[3,4-c]pyrrole dihydrochloride Cl.Cl.C(=O)(OC(C)(C)C)N1C[C@@H]2CNC[C@@H]2C1